5-((3,3-difluoro-1-(methyl-d3)piperidin-4-yl)oxy)-6-(methoxy-d3)quinazolin-4-amine FC1(CN(CCC1OC1=C2C(=NC=NC2=CC=C1OC([2H])([2H])[2H])N)C([2H])([2H])[2H])F